COC1=C(C=C(C=C1C(=O)O)C(=O)O)C1=CC=CC=C1 methoxy-3,5-dicarboxy-1,1'-biphenyl